C=C(CCCCCCCCC(=O)SCCNC(CCNC([C@@H](C(COP(OP(OC[C@@H]1[C@H]([C@H]([C@@H](O1)N1C=NC=2C(N)=NC=NC12)O)OP(=O)(O)O)(=O)O)(=O)O)(C)C)O)=O)=O)CCCCCCCC 10-methylenestearyl-CoA